N1C=CC2=CC=C(C=C12)C(=O)N1CCC(CC1)CCCCNC(=O)C1=CC=2C(=CN=CC2)S1 N-(4-{1-[(1H-indol-6-yl)carbonyl]piperidin-4-yl}butyl)thieno[2,3-c]pyridine-2-carboxamide